2-phenyl-1,3-thiazole C1(=CC=CC=C1)C=1SC=CN1